(5'S,7a'R)-5'-(1-Methyl-1H-pyrazol-4-yl)tetrahydro-3'H-spiro[piperidine-4,2'-pyrrolo[2,1-b]oxazol]-3'-one CN1N=CC(=C1)[C@@H]1CC[C@H]2OC3(C(N21)=O)CCNCC3